O[C@]1([C@@H](CCC1)NC1=NC(=NC=C1C=O)SC)C 4-{[(1R,2R)-2-hydroxy-2-methylcyclopentyl]Amino}-2-(methylthio)pyrimidine-5-carbaldehyde